2-amino-1'-(6-amino-5-((2-amino-3-chloropyridin-4-yl)thio)pyrazin-2-yl)-2,3-dihydrospiro[indene-1,4'-piperidine]-4-carboxamide NC1CC=2C(=CC=CC2C12CCN(CC2)C2=NC(=C(N=C2)SC2=C(C(=NC=C2)N)Cl)N)C(=O)N